1-[(4-methyl-quinazoline-2-yl)methyl]-3-methyl-7-(2-butyne-1-yl)-8-bromoxanthine CC1=NC(=NC2=CC=CC=C12)CN1C(=O)N(C=2N=C(N(C2C1=O)CC#CC)Br)C